O=C1C=C(N=C2N1C=CC=C2)C(=O)NCC2=CC=C1C=C(NC1=C2)CN2C(C[C@@H](CC2)C)(C)C (R)-4-oxo-N-((2-((2,2,4-trimethylpiperidin-1-yl)methyl)-1H-indol-6-yl)methyl)-4H-pyrido[1,2-a]pyrimidine-2-carboxamide